5-isopropoxypyrazine-2-carboxamide C(C)(C)OC=1N=CC(=NC1)C(=O)N